3-(3-bromo-1H-1,2,4-triazol-1-yl)-6-(trifluoromethyl)pyridazine BrC1=NN(C=N1)C=1N=NC(=CC1)C(F)(F)F